BrCCCCCCOC(CCC(OCC\C=C/CCC)OCC\C=C/CCC)=O 4,4-bis(((Z)-hept-3-en-1-yl)oxy)butanoic acid 6-bromohexyl ester